C(C)(C)(C)OC(N([C@@H]1CN(CCC1)C1=C2C(=NC=C1)N(C=C2C=2C=NC=NC2)COCC[Si](C)(C)C)C(C)C)=O N-isopropyl-N-[(3S)-1-[3-pyrimidin-5-yl-1-(2-trimethylsilylethoxymethyl)pyrrolo[2,3-b]pyridin-4-yl]-3-piperidinyl]carbamic acid tert-butyl ester